C[Se]C=1C=NC=CC1 3-(methylselanyl)pyridin